2-azaspiro[5.5]undecane-2-carboxamide C1N(CCCC12CCCCC2)C(=O)N